4-[(5-phenyl-4H-1,2,4-triazol-3-yl)methyl]benzohydroxamic acid C1(=CC=CC=C1)C=1NC(=NN1)CC1=CC=C(C(=O)NO)C=C1